2-(isothiazol-5-ylmethyl)-3,4-dimethyl-6-((6-methylpyridin-2-yl)methyl)-4,6-dihydroimidazo[4',5':4,5]pyrrolo[2,3-d]pyridazin-5(3H)-one S1N=CC=C1CC=1N(C2=C(C3=C(C(N(N=C3)CC3=NC(=CC=C3)C)=O)N2C)N1)C